CN(CC(=O)O)C1=NC2=CC=C(C=C2C(=C1)C1=CC=CC=C1)\C=C\C1=CC=CC=C1 (E)-N-methyl-N-(4-phenyl-6-styrylquinolin-2-yl)glycine